CC(C(=O)OC[C@]1(O[C@H](C[C@@H]1OC(C(C)C)=O)N1C(N=C(C=C1)N)=O)CC)C [(2R,3S,5R)-5-(4-amino-2-oxopyrimidin-1-yl)-2-ethyl-3-[(2-methylpropanoyl) oxy]oxolan-2-yl]methyl 2-methylpropanoate